CNC=1N=C(C(=NC1C=1C2=C(C=NC1)N(C=N2)C)C(=O)N)NC2=CC=C(C=C2)C(C)(N2CCOCC2)C 5-(Methylamino)-6-(3-methylimidazo[4,5-c]pyridin-7-yl)-3-[4-(1-methyl-1-morpholinoethyl)anilino]pyrazine-2-carboxamide